N1CCC2=C(C=CC=C12)C1=CC=C(C=N1)CC1CC2(C1)CCN(CC2)C(=O)OC(C)(C)C tert-butyl 2-((6-(indolin-4-yl)pyridin-3-yl)methyl)-7-azaspiro[3.5]nonane-7-carboxylate